ClC1=CC=C(C=C1)C=1N=CN(C1C1=CC(=NC=C1)C(F)(F)F)CC(=O)N1CC2(COC2)C1 2-[4-(4-chlorophenyl)-5-[2-(trifluoromethyl)pyridin-4-yl]-1H-imidazol-1-yl]-1-{2-oxa-6-azaspiro[3.3]heptan-6-yl}ethan-1-one